methyl 3-oxo-2,4-dihydro-1H-isoquinoline-7-carboxylate O=C1NCC2=CC(=CC=C2C1)C(=O)OC